2'-chloro-N-[5-(1-cyclopropyl-1H-pyrazole-3-carbonyl)-4H,5H,6H-pyrrolo[3,4-d][1,3]thiazol-2-yl]-5'-methoxy-6-methyl-[4,4'-bipyridine]-3-carboxamide ClC1=NC=C(C(=C1)C1=C(C=NC(=C1)C)C(=O)NC=1SC2=C(N1)CN(C2)C(=O)C2=NN(C=C2)C2CC2)OC